6-[(1S)-1-[4-methyl-5-(trifluoromethyl)-2-pyridyl]ethyl]-2-azaspiro[3.3]heptane CC1=CC(=NC=C1C(F)(F)F)[C@@H](C)C1CC2(CNC2)C1